N,N-di(4-tert-butylcyclohexyl)-5-(4-tert-butylcyclohexylcarbonylamino)isophthalamide C(C)(C)(C)C1CCC(CC1)N(C(C1=CC(C(=O)N)=CC(=C1)NC(=O)C1CCC(CC1)C(C)(C)C)=O)C1CCC(CC1)C(C)(C)C